C(C)(=O)C=1C(N(N=CC1OC)CC1=CC=C(C=C1)OC)=O 4-acetyl-5-methoxy-2-(4-methoxybenzyl)pyridazin-3(2H)-one